Methyl (E)-1-(2-((1,3-dioxoisoindolin-2-yl)methyl)-3-fluoroallyl)-1H-pyrazole-3-carboxylate O=C1N(C(C2=CC=CC=C12)=O)C/C(/CN1N=C(C=C1)C(=O)OC)=C\F